C1(=CC=CC=C1)C1=CC=CC2=CC=CC=C12 1-Phenyl-naphthalene